N-(BOC)-6-FLUOROINDOLE-2-BORONIC ACID B(C1=CC2=C(N1C(=O)OC(C)(C)C)C=C(C=C2)F)(O)O